FC=1C=C(C#N)C=CC1OCC1=C(C=CC(=C1)[C@H]1CNCC1)F (s)-3-fluoro-4-((2-fluoro-5-(pyrrolidin-3-yl)benzyl)oxy)benzonitrile